C(C=C)(=O)N1C[C@@H](CCC1)C=1C=NC=CC1C1=CC(=C(CNC(=O)C=2N=NN(C2)C(C)(C)C)C=C1)C (S)-N-(4-(3-(1-acryloylpiperidin-3-yl)pyridin-4-yl)-2-methylbenzyl)-1-(tert-butyl)-1H-1,2,3-triazole-4-carboxamide